FC1=C(C=C(C(=C1)C)C=1C=NC(=C(C1)N1CCOCC1)OC1CCOCC1)NC(=O)N1C[C@H](CC1)OC(F)(F)F (3S)-N-[2-fluoro-4-methyl-5-[5-(morpholin-4-yl)-6-(oxan-4-yloxy)pyridin-3-yl]phenyl]-3-(trifluoromethoxy)pyrrolidine-1-carboxamide